C1(CCCCCCCCCCC1)(C1=CC=C(C=C1)O)C1=CC=C(C=C1)O 4,4'-(cyclododecylidene)-diphenol